ClC=1C=C(C=C(C1)NS(=O)(=O)C)NC(=O)C1=CC2=C(S1)C=CC(=C2)C N-(3-chloro-5-(methylsulfonamido)phenyl)-5-methylbenzo[b]thiophene-2-carboxamide